CO[C@@H]1C[C@H](N(C1)C)CO ((2S,4R)-4-Methoxy-1-methylpyrrolidin-2-yl)methanol